5-(4-chloro-2-fluorophenyl)-2-methyl-7-((2S)-2-(1-methyl-1H-pyrazol-4-yl)-4-morpholinyl)pyrido[3,4-b]pyrazine ClC1=CC(=C(C=C1)C1=NC(=CC=2C1=NC=C(N2)C)N2C[C@@H](OCC2)C=2C=NN(C2)C)F